(4-bromo-1H-indol-1-yl)-(4-(5-(3,5-dichlorophenyl)-5-(trifluoromethyl)-4,5-dihydroisoxazol-3-yl)phenyl)methanone BrC1=C2C=CN(C2=CC=C1)C(=O)C1=CC=C(C=C1)C1=NOC(C1)(C(F)(F)F)C1=CC(=CC(=C1)Cl)Cl